2-bromo-N-(5-(pyridin-2-ylmethyl)pyridin-2-yl)propanamide BrC(C(=O)NC1=NC=C(C=C1)CC1=NC=CC=C1)C